NC=1[C@](C[C@@H]([C@@](N1)(C)C=1C=C(C=CC1F)NC(=O)C=1N=C(OC1)C)F)(C)F N-(3-((2R,3S,5R)-6-amino-3,5-difluoro-2,5-dimethyl-2,3,4,5-tetrahydropyridin-2-yl)-4-fluorophenyl)-2-methyl-oxazole-4-carboxamide